(2S,3S,4S,5S)-5-(4-amino-6-bromo-5-carbamoyl-1H-pyrrolo[2,3-d]pyrimidin-1-yl)-2-(((2,2-dimethylbutanoyl)oxy)methyl)-4-hydroxytetrahydrofuran-3-yl 2,2-dimethylbutanoate CC(C(=O)O[C@@H]1[C@@H](O[C@@H]([C@H]1O)N1C=NC(=C2C1=NC(=C2C(N)=O)Br)N)COC(C(CC)(C)C)=O)(CC)C